CN1CCN(CC1)C1=CC=C(C=C1)NC1=NC=C2N=C(N(C2=N1)[C@@H]1CN(CC1)C(C=C)=O)NC1=CC=CC=C1 (S)-2-(4-(4-methyl-1-piperazinyl)phenylamino)-8-phenylamino-9-(N-acryloyl-3-pyrrolidinyl)-9H-purine